C(C)(=O)N1CCC2=CC(=CC(=C12)F)B(O)O (1-acetyl-7-fluoro-2,3-dihydro-1H-indol-5-yl)boronic acid